C(C1=CC=CC=C1)SC1=CC(=C(C(=O)OC)C=C1F)Cl methyl 4-(benzylsulfanyl)-2-chloro-5-fluorobenzoate